3,5-Difluoro-4-[[5-[4-(pentafluoro-lambda6-sulfanyl)phenyl]tetrazol-1-yl]methyl]benzol FC=1C=CC=C(C1CN1N=NN=C1C1=CC=C(C=C1)S(F)(F)(F)(F)F)F